10-chlorophenanthro[3,4-d]thiazole ClC1=CC=2C3=C(C=CC2C=C1)C=CC=1N=CSC13